ClC=1C=C2C(=NC(N3C2=C(C1C1=CC=C(C=C1)F)SC[C@H](C3)OC)=O)N3CCN(CC3)C(=O)OC(C)(C)C tert-butyl (S)-4-(10-chloro-11-(4-fluorophenyl)-3-methoxy-6-oxo-3,4-dihydro-2H,6H-[1,4]thiazepino[2,3,4-ij]quinazolin-8-yl)piperazine-1-carboxylate